F[P-](F)(F)(F)(F)F.C(C1=CC=CC=C1)(=O)C1=CC=C(C=C1)[S+](C1=CC=2C(C3=CC(=CC=C3SC2C=C1)C(C)C)=O)C1=CC=C(C=C1)C (4-benzoylphenyl)(4-methylphenyl)[9-oxo-7-(propan-2-yl)-9H-thioxanthen-2-yl]sulfonium hexafluorophosphate